2-[4-(hydroxymethyl)cyclohexyl]-7-isopropoxy-N-[2-oxo-1-[rac-(1s,2r)-2-fluorocyclopropyl]-3-pyridinyl]imidazo[1,2-a]pyrimidine-6-carboxamide OCC1CCC(CC1)C=1N=C2N(C=C(C(=N2)OC(C)C)C(=O)NC=2C(N(C=CC2)[C@@H]2[C@@H](C2)F)=O)C1 |r|